5-(3,3-difluoropyrrolidin-1-yl)-N-(1-(methylsulfonyl)piperidin-4-yl)-6-(1H-pyrazol-4-yl)-[1,2,4]triazolo[1,5-a]pyrazin-2-amine FC1(CN(CC1)C1=C(N=CC=2N1N=C(N2)NC2CCN(CC2)S(=O)(=O)C)C=2C=NNC2)F